[Cl-].C(CCCCCCCCCCCCCCCCC)(=O)OC(COC(CC([NH3+])C(=O)O)=O)COC(CCCCCCCCCCCCCCCCC)=O 3-(2,3-Bis(stearoyloxy)propoxy)-1-carboxy-3-oxopropan-1-aminium chloride